N1(N=CC=C1)CCCOC1=NC=CC=C1C(=O)N 2-(3-pyrazol-1-ylpropoxy)pyridine-3-carboxamide